2-(4,6-dimethoxypyrimidine-5-carboxamido)-N-isopropyl-7-(trifluoromethyl)spiro[chromeno[4,3-d]thiazole-4,1'-cyclohexane]-4'-carboxamide COC1=NC=NC(=C1C(=O)NC=1SC2=C(N1)C=1C=CC(=CC1OC21CCC(CC1)C(=O)NC(C)C)C(F)(F)F)OC